NC1=NC=C(C2=C1COC2)NC(C(=O)N2C(CCC(C2)C)C=2C=CC1=C(N=C(S1)C)C2)=O N-(4-amino-1,3-dihydro-furo[3,4-c]pyridin-7-yl)-2-(5-methyl-2-(2-methylbenzo[d]thiazol-5-yl)piperidin-1-yl)-2-oxoacetamide